C1(CC1)C=1C(=NC(=NC1)NC=1C(=NN(C1)C1CCN(CC1)C)C)NCCCN1CCOCC(C1=O)(C)C 4-(3-((5-cyclopropyl-2-((3-methyl-1-(1-methylpiperidin-4-yl)-1H-pyrazol-4-yl)amino)pyrimidin-4-yl)amino)propyl)-6,6-dimethyl-1,4-oxazepan-5-one